1,2-dibromo-1,2-difluoroethylene BrC(=C(F)Br)F